trans-cyclohex-ane-1,2-dicarboxylic acid [C@@H]1([C@@H](CCCC1)C(=O)O)C(=O)O